BrC1=C(C=C2C(=NC(=NC2=C1OC1CC1)OC[C@H]1N(CCC1)C)N1C[C@H](N(CC1)C(=O)OC(C)(C)C)C)Cl tert-butyl (R)-4-(7-bromo-6-chloro-8-cyclopropoxy-2-(((S)-1-methylpyrrolidin-2-yl) methoxy) quinazolin-4-yl)-2-methylpiperazine-1-carboxylate